C(C)C1=C(NC2=CC=C(C=C12)C1CCNCC1)C=1C=C2C(=NC1)C(=NN2)N 6-(3-ethyl-5-(piperidin-4-yl)-1H-indol-2-yl)-1H-pyrazolo[4,3-b]pyridin-3-amine